C1(=CC=CC=C1)CC[C@H](C)N1C=NC(=C1)C=O {1-[(2S)-4-phenylbutan-2-yl]-1H-imidazol-4-yl}methanone